3-hydroxy-3-methyl-glutarate OC(CC(=O)[O-])(CC(=O)[O-])C